BrC1=CC=CC=2C=3N(C(=NC12)NC=1C(N=CC=CC1)=O)N=C(N3)C=3C=NN(C3)CC3CCC3 (3R)-3-({7-bromo-2-[1-(cyclobutylmethyl)-1H-pyrazol-4-yl][1,2,4]triazolo[1,5-c]quinazolin-5-yl}amino)azepin-2-one